9-chloro-2,3-dihydro-[1,4]dioxino[2,3-g]quinoline ClC1=CC=NC=2C=C3C(=CC12)OCCO3